(3-((benzyloxy)methyl)-4-ethyl-5-oxo-4,5-dihydro-1H-1,2,4-triazol-1-yl)-2-(2,6-dichloro-4-nitrophenyl)-4-(1-methylcyclopropyl)isoquinolin-1(2H)-one C(C1=CC=CC=C1)OCC1=NN(C(N1CC)=O)C=1N(C(C2=CC=CC=C2C1C1(CC1)C)=O)C1=C(C=C(C=C1Cl)[N+](=O)[O-])Cl